vinyl-d3-2-((2-nitrobenzyl)oxy)propanoate C(=C([2H])[2H])([2H])OC(C(C)OCC1=C(C=CC=C1)[N+](=O)[O-])=O